((2S)-2-cyclopropyl-2-(3-((1-(2-(4,4-dimethylpentyl)-5-methoxyphenyl)piperidin-4-yl)methoxy)phenyl)ethyl)(methyl)phosphinic acid C1(CC1)[C@H](CP(O)(=O)C)C1=CC(=CC=C1)OCC1CCN(CC1)C1=C(C=CC(=C1)OC)CCCC(C)(C)C